FC1=C(C(=CC(=C1)F)OC(C)C)C=1C2=C(C(=NC1C=1SC=3CN(CCC3N1)C(=O)OC(C)(C)C)OS(=O)(=O)C(F)(F)F)C=CS2 tert-butyl 2-[7-(2,4-difluoro-6-isopropoxy-phenyl)-4-(trifluoromethylsulfonyloxy)thieno[3,2-c]pyridin-6-yl]-6,7-dihydro-4H-thiazolo[5,4-c]pyridine-5-carboxylate